O1CC(CC1)CN1CC2(CNC2)C1 6-((tetrahydrofuran-3-yl)methyl)-2,6-diazaspiro[3.3]heptane